FC1=C(C(=CC2=C1N=CS2)F)NC2=C1C(=NC=C2)SC(=C1)C1=CCCN(C1C)C(=O)OC(C)(C)C tert-butyl 5-(4-((4,6-difluorobenzo[d]thiazol-5-yl) amino) thieno[2,3-b]pyridin-2-yl)-6-methyl-3,6-dihydropyridine-1(2H)-carboxylate